2-hydroxy-7-methoxy-[1,4]naphthoquinone OC=1C(C2=CC(=CC=C2C(C1)=O)OC)=O